2-(4-fluorophenyl)-4-oxo-2-(2-oxoethyl)butanenitrile FC1=CC=C(C=C1)C(C#N)(CC=O)CC=O